COC(=O)C1(CC(C1)C)C=1C=NC(=C(C1)Br)O 1-(5-bromo-6-hydroxypyridin-3-yl)-3-methylcyclobutane-1-carboxylic acid methyl ester